C(C=C)(=O)NC1=NC=CC(=C1Cl)OC1=C(C=C(C=C1)NC(=O)C=1N=CN(C1C(F)(F)F)C1=CC=CC=C1)F N-(4-((2-acrylamido-3-chloropyridin-4-yl)oxy)-3-fluorophenyl)-1-phenyl-5-(trifluoromethyl)-1H-imidazole-4-carboxamide